C1(CC1)C=1SC=2CN(CCC2N1)C1=NC=2N(C(=C1C)C)C(N(N2)CC2CC2)=O 7-(2-cyclopropyl-6,7-dihydrothiazolo[5,4-c]pyridin-5(4H)-yl)-2-(cyclopropylmethyl)-5,6-dimethyl-[1,2,4]triazolo[4,3-a]pyrimidin-3(2H)-one